CS(=O)(=O)OCCCOCC1=CC=CC=C1 3-(benzyloxy)propyl methanesulfonate